2,2,3-trimethylhexanoic acid CC(C(=O)O)(C(CCC)C)C